N[C@@H]1CC[C@@H]2CCN([C@@H]2C1)C1=CC2=C(C[C@H](CO2)NC(=O)C2=C(C=3C(=NC(=CC3)C)S2)N)C=C1 N-[(3R)-7-[(3aR,6R,7aR)-6-amino-octahydro-1H-indol-1-yl]-3,4-dihydro-2H-1-benzopyran-3-yl]-3-amino-6-methylthieno[2,3-b]pyridine-2-carboxamide